C1(CC1)C1=NC=NC(=C1C1=NC(=C2NC=NC2=N1)N1[C@H](CCC1)C1=CC=C(C=C1)C=1N(C=C(N1)C(F)(F)F)C(C)C)OC |o1:19| rel-(R)-2-(4-cyclopropyl-6-methoxypyrimidin-5-yl)-6-(2-(4-(1-isopropyl-4-(trifluoromethyl)-1H-imidazol-2-yl)phenyl)pyrrolidin-1-yl)-7H-purine